FC=1C=C(C=C(C1)F)N1N=C(C(=C1)[C@H]1O[C@@H](C(N1CCC=1C=C2CC(NC2=CC1)=O)=O)C)C=1C=NC(=CC1)F (2R,5R)-2-(1-(3,5-difluorophenyl)-3-(6-fluoropyridin-3-yl)-1H-pyrazole-4-yl)-5-methyl-3-(2-(2-oxoindolin-5-yl)ethyl)oxazolidin-4-one